C[C@@H]1N(C2=CC=CC=C2CC1)S(=O)(=O)C=1C=CC(=C(C(=O)OC)C1)OCC1CCOCC1 Methyl (S)-5-((2-methyl-3,4-dihydroquinolin-1(2H)-yl)sulfonyl)-2-((tetrahydro-2H-pyran-4-yl)methoxy)benzoate